C(C1=CC=CC=C1)OC1=C(C(=C2C(=N1)NN=C2)C(F)(F)F)F 6-(Benzyloxy)-5-fluoro-4-(trifluoromethyl)-1H-pyrazolo[3,4-b]pyridine